F[C@@H]1CN(CC[C@@H]1/C=N/[S@](=O)C(C)(C)C)C(=O)OC(C)(C)C tert-butyl (3S,4R)-3-fluoro-4-[(E)-{[(R)-2-methylpropane-2-sulfinyl]imino}methyl]piperidine-1-carboxylate